4-(2-bromo-5-cyclopropylthiazol-4-yl)-3-fluorophenol BrC=1SC(=C(N1)C1=C(C=C(C=C1)O)F)C1CC1